5-((5-azaspiro[2.4]hept-5-yl)methyl)-2-(2'-(4-methyl-4H-1,2,4-triazol-3-yl)-[1,1'-biphenyl]-3-yl)-7-(trifluoromethyl)-1H-benzo[d]imidazole C1CC12CN(CC2)CC2=CC1=C(NC(=N1)C=1C=C(C=CC1)C1=C(C=CC=C1)C1=NN=CN1C)C(=C2)C(F)(F)F